CC1(CC=2C(CCCC2CC1C)(C)C)C(C)=O 1-(1,2,3,4,5,6,7,8-octahydro-2,3,8,8-tetramethyl-2-naphthyl)ethanone